C(C)C1=C(OC2=C1C=CC=C2NC2C(CN(CC2)CC(COC)O)F)C#CC 3-(3-ethyl-7-((3-fluoro-1-(2-hydroxy-3-methoxypropyl)piperidin-4-yl)amino)benzofuran-2-yl)prop-2-yn